2-(5-Fluoropyridin-2-yl)acetonitrile FC=1C=CC(=NC1)CC#N